O[C@H](C)C1N(CC1)C(=O)N 2-((R)-1-hydroxyethyl)azetidine-1-carboxamide